C1(=CC=CC=C1)C(=[Hf](C1C2=CC(=CC=C2C=2C=CC(=CC12)C(C)(C)C)C(C)(C)C)C1C=CC=C1)C(C)C (Phenyl)(isopropyl)methylene(cyclopentadienyl)(2,7-di-tert-butylfluoren-9-yl)hafnium